allyloxyphenylboric acid C(C=C)OC1=C(C=CC=C1)OB(O)O